N-(6-(4-(aminomethyl)piperidin-1-yl)-1-(2-methoxyethyl)-1H-indazol-5-yl)-2-(2-methylpyridin-4-yl)oxazole-4-carboxamide NCC1CCN(CC1)C1=C(C=C2C=NN(C2=C1)CCOC)NC(=O)C=1N=C(OC1)C1=CC(=NC=C1)C